8-chloro-1-phenyl-1,2,4,5-tetrahydro-1,5-benzodiazepine ClC=1C=CC2=C(N(CCCN2)C2=CC=CC=C2)C1